4-[N-(2-cyanoethyl)sulfamoyl]-N-(6-chlorobenzothiazol-2-yl)benzamide C(#N)CCNS(=O)(=O)C1=CC=C(C(=O)NC=2SC3=C(N2)C=CC(=C3)Cl)C=C1